5-(4-cyclopropyl-2-mercapto-1H-imidazol-1-yl)-2-fluoro-4-methylbenzonitrile C1(CC1)C=1N=C(N(C1)C=1C(=CC(=C(C#N)C1)F)C)S